(S)-2-((1-(2,7-dimethyl-3-morpholinoquinoxalin-5-yl)ethyl)amino)benzoic acid CC1=NC2=CC(=CC(=C2N=C1N1CCOCC1)[C@H](C)NC1=C(C(=O)O)C=CC=C1)C